aminobicyclo[4.1.0]heptan NC12CCCCC2C1